BrC1=C(C=NN(C1=O)C)N[C@@H]1C[C@@H](CN(C1)C)C1=CC=C(CN2CCC(CC2)OC=2C=C(C=CC2)C2C(NC(CC2)=O)=O)C=C1 3-(3-((1-(4-((3R,5R)-5-((5-bromo-1-methyl-6-oxo-1,6-dihydropyridazin-4-yl)amino)-1-methylpiperidin-3-yl)benzyl)piperidin-4-yl)oxy)phenyl)piperidine-2,6-dione